C(C)N1CCC(CCC1)SC(C1=CC=CC=C1)(C1=CC=CC=C1)C1=CC=CC=C1 1-ethyl-4-(tritylthio)azepane